5-[2-(2-hydroxy-2-methyl-propoxy)-4-oxa-8-azaspiro[4.5]dec-8-yl]-N-methyl-7-(trifluoromethyl)thieno[3,2-b]pyridine-3-carboxamide OC(COC1CC2(OC1)CCN(CC2)C2=CC(=C1C(=N2)C(=CS1)C(=O)NC)C(F)(F)F)(C)C